FC(CC=C(C(=O)O)C)(C(F)(F)F)F.C(C(=C)C)(=O)OCC(C(F)(F)F)(F)F pentafluoropropyl methacrylate (pentafluoropropyl methacrylate)